ClC1=C(OCC2=CC=C(C(=O)O)C=C2)C=CC=C1 4-((2-chlorophenoxy)methyl)benzoic acid